3-(2-(benzyloxy)-4-propoxyphenyl)-3-hydroxy-8,8-dimethyl-2,3-dihydropyrano[2,3-f]chromen-4(8H)-on C(C1=CC=CC=C1)OC1=C(C=CC(=C1)OCCC)C1(C(C=2C(=C3C=CC(OC3=CC2)(C)C)OC1)=O)O